ClC1=CC2=C(N(C(N=C2N2[C@H](CN[C@@H](C2)C)C)=O)C=2C(=NC=NC2C(C)C)C(C)C)N=C1C1=C(C=CC=C1)F 6-chloro-1-(4,6-diisopropylpyrimidin-5-yl)-4-((2S,5R)-2,5-dimethylpiperazin-1-yl)-7-(2-fluorophenyl)pyrido[2,3-d]Pyrimidin-2(1H)-one